3-(4-azidophenyl)propionic acid cyanomethyl ester C(#N)COC(CCC1=CC=C(C=C1)N=[N+]=[N-])=O